2-(4-((3-hydroxy-3-methylcyclobutyl)amino)pyrido[3,4-d]pyridazin-1-yl)-5-(trifluoromethyl)phenol OC1(CC(C1)NC=1N=NC(=C2C1C=NC=C2)C2=C(C=C(C=C2)C(F)(F)F)O)C